CC1(OB(OC1(C)C)C1=CC=C2CCNC2=C1)C 6-(4,4,5,5-tetramethyl-1,3,2-dioxaborolan-2-yl)indoline